4-(tert-butyl)benzoic acid 1-acetyl-4-methylcyclohex-3-en-1-yl ester C(C)(=O)C1(CC=C(CC1)C)OC(C1=CC=C(C=C1)C(C)(C)C)=O